C(C)N(C(=O)[C@H]1CN([C@@H]2CN3C4=C(C2=C1)C=C(C=C4C=C3)OC)C)CC (7aS,10R)-N,N-diethyl-2-methoxy-8-methyl-7a,8,9,10-tetrahydro-7H-indolo[7,1-fg][1,7]naphthyridine-10-carboxamide